N-((2R,3R,4R,5R,6R)-4,5-dihydroxy-2-methoxy-6-((prop-2-yn-1-yloxy)methyl)tetrahydro-2H-pyran-3-yl)acetamide O[C@@H]1[C@H]([C@@H](O[C@@H]([C@@H]1O)COCC#C)OC)NC(C)=O